(2S,3S,4S,5R,6S)-6-[4-[[5-bromo-3-[(Z)-1-cyano-2-(5-cyano-2-methoxy-phenyl)vinyl]indole-1-carbonyl]oxymethyl]phenoxy]-3,4,5-trihydroxy-tetrahydropyran-2-carboxylic acid BrC=1C=C2C(=CN(C2=CC1)C(=O)OCC1=CC=C(O[C@H]2[C@@H]([C@H]([C@@H]([C@H](O2)C(=O)O)O)O)O)C=C1)/C(=C/C1=C(C=CC(=C1)C#N)OC)/C#N